tert-butyl ((S)-(7-((R)-((3-amino-2,2-difluoropropyl)amino)(cyclopropyl)methyl)imidazo[1,2-b]pyridazin-2-yl)(4,4-difluorocyclohexyl)methyl)carbamate NCC(CN[C@@H](C1=CC=2N(N=C1)C=C(N2)[C@H](C2CCC(CC2)(F)F)NC(OC(C)(C)C)=O)C2CC2)(F)F